C(C)OC(C#CCCOCC)OCC 1,1-diethoxy-5-ethoxy-2-pentyne